tin calcium [Ca].[Sn]